methyl 4-(4-[[2-(4-chlorophenyl)-4,4-dimethylcyclohex-1-en-1-yl]ethyl]piperazin-1-yl)-2-[2H,3H,4H-pyrido[2,3-b][1,4]oxazepin-1-yl]benzoate ClC1=CC=C(C=C1)C1=C(CCC(C1)(C)C)CCN1CCN(CC1)C1=CC(=C(C(=O)OC)C=C1)N1C2=C(OCCC1)N=CC=C2